FC1=C(C=C(C=C1C)C1=C(C=C(C=C1C)F)C)[C@H](CC(=O)O)NC([C@H](CC(C)C)N1C(N=C(C(=C1)CCN(C)C)C(F)(F)F)=O)=O (S)-3-(4,4'-difluoro-2',5,6'-trimethyl-[1,1'-biphenyl]-3-yl)-3-((S)-2-(5-(2-(dimethylamino)ethyl)-2-oxo-4-(trifluoromethyl)pyrimidin-1(2H)-yl)-4-methylpentanamido)propanoic acid